C(C)(C)(C)OC(COC1=C(C=C(C(=O)O)C=C1)OC)=O 4-(2-(tert-butoxy)-2-oxoethoxy)-3-methoxybenzoic acid